N-[2-[4-[4-[1-(2,6-dioxo-3-piperidyl)-3-methyl-2-oxo-benzimidazol-4-yl]piperidine-1-carbonyl]cyclohexyl]-6-methoxy-indazol-5-yl]-6-(trifluoromethyl)pyridine-2-carboxamide O=C1NC(CCC1N1C(N(C2=C1C=CC=C2C2CCN(CC2)C(=O)C2CCC(CC2)N2N=C1C=C(C(=CC1=C2)NC(=O)C2=NC(=CC=C2)C(F)(F)F)OC)C)=O)=O